Difluoromethyl difluoroethyl ether FC(COC(F)F)F